C(N)(=O)C1=CC=C(C(=C1C1=C(C(=CC2=C1C[C@](O2)(C2=CC=CC=C2)CN(C(OCCCC)=O)C)F)Cl)F)OC butyl (((2S,4S)-4-(6-carbamoyl-2-fluoro-3-methoxyphenyl)-5-chloro-6-fluoro-2-phenyl-2,3-dihydrobenzofuran-2-yl)methyl)(methyl)carbamate